[Si](C1=CC=CC=C1)(C1=CC=CC=C1)(C(C)(C)C)OC[C@H]1N2CC(C[C@@]2(CC1)C(=O)OC)=C methyl (5S,7aS)-5-(((tert-butyldiphenylsilyl) oxy) methyl)-2-methylenetetrahydro-1H-pyrrolizine-7a(5H)-carboxylate